C(C)(C)(C)C1=CC=C(C=C1)C1CN(C1)C(=O)N1C[C@H](CC1)C1=CN=NN1 [3-(4-tert-Butylphenyl)azetidin-1-yl]-[(3S)-3-(1H-triazol-5-yl)pyrrolidin-1-yl]methanone